3-((7-(3-((S)-3-aminopyrrolidine-1-carbonyl)-4-methyl-6-(trifluoromethyl)pyridin-2-yl)thieno[3,2-b]pyridin-2-yl)methyl)-6,6-dimethyl-3-azabicyclo[3.1.0]hexane-2,4-dione dihydrochloride Cl.Cl.N[C@@H]1CN(CC1)C(=O)C=1C(=NC(=CC1C)C(F)(F)F)C1=C2C(=NC=C1)C=C(S2)CN2C(C1C(C1C2=O)(C)C)=O